6-cyano-3-(4,4,5,5-tetramethyl-1,3,2-dioxaborolane-2-yl)pyrrolo[2,3-b]pyridine-1-carboxylic acid-2-methylpropan-2-yl ester CC(C)(C)OC(=O)N1C=C(C=2C1=NC(=CC2)C#N)B2OC(C(O2)(C)C)(C)C